N=S(=O)(C1=CC=C(C=C1)COC1=C(C=C(C=C1)CN1CC2=CC=C(C=C2C1)C(F)(F)F)S(=O)(=O)C)C Imino(methyl)(4-((2-(methylsulfonyl)-4-((5-(trifluoromethyl)isoindolin-2-yl)methyl)phenoxy)methyl)phenyl)-λ6-sulfanone